Cl.NC(C(=O)OC)CC1=C(C=C(C(=C1)OC)CCC)OC methyl 2-amino-3-(2,5-dimethoxy-4-propylphenyl)propanoate hydrochloride